[4-[[3-[4-(difluoromethoxy)phenyl]imidazo[1,2-a]pyrazin-8-yl]amino]-2-methylphenyl]-piperazin-1-yl-methanone FC(OC1=CC=C(C=C1)C1=CN=C2N1C=CN=C2NC2=CC(=C(C=C2)C(=O)N2CCNCC2)C)F